1-(1-(4-Fluorophenyl)-2,5-dimethyl-1H-pyrrol-3-yl)-2-(4-fluoropiperidin-1-yl)ethanone FC1=CC=C(C=C1)N1C(=C(C=C1C)C(CN1CCC(CC1)F)=O)C